2-(4,4-difluoro-3-methylpiperidin-1-yl)-7-fluoroquinoline-3-carboxylic acid FC1(C(CN(CC1)C1=NC2=CC(=CC=C2C=C1C(=O)O)F)C)F